C(C(C)(C)C)(=O)OC(C)OC(N[C@@H](CC1=CC2=C(OCO2)C=C1)C)=O 1-((((R)-1-(benzo[d][1,3]dioxol-5-yl)propan-2-yl)carbamoyl)oxy)ethyl pivalate